ethyl 8'-(trifluoromethyl)-2',5'-dihydrospiro[cyclopropane-1,4'-furo[2,3-g]indazole]-7'-carboxylate FC(C1=C(OC=2CC3(C4=CNN=C4C21)CC3)C(=O)OCC)(F)F